OC1=CC(=NC=C1CC)C(=O)O 4-hydroxy-5-ethyl-2-pyridinecarboxylic acid